4-(7-(1-(2-(1-(2-fluoro-4-nitrophenyl)piperidin-4-yl)ethyl)piperidin-4-yl)-1,3-dimethyl-2-oxo-1,2-dihydroquinolin-5-yl)-1-methyl-1,2,3,4-tetrahydroquinoxaline-6-carbonitrile FC1=C(C=CC(=C1)[N+](=O)[O-])N1CCC(CC1)CCN1CCC(CC1)C1=CC(=C2C=C(C(N(C2=C1)C)=O)C)N1CCN(C2=CC=C(C=C12)C#N)C